C(C1=CC=CC=C1)(=O)N1CCC2(CCN(C2=O)CC2=CC=C(C=C2)C(F)(F)F)CC1 8-benzoyl-2-(4-(trifluoromethyl)benzyl)-2,8-diazaspiro[4.5]decan-1-one